ClC1=C(C(=CC=C1)Cl)C1CC(=NO1)C=1N=C(SC1)C1CCN(CC1)C(COC1=NC=CC(=N1)C#N)=O 2-(2-(4-(4-(5-(2,6-dichlorophenyl)-4,5-dihydroisoxazol-3-yl)thiazol-2-yl)piperidin-1-yl)-2-oxoethoxy)pyrimidine-4-carbonitrile